CC1(OC[C@H](O1)C(=O)[O-])C (S)-2,2-dimethyl-1,3-dioxolan-4-carboxylate